4-Chloro-N-((R)-2-(((S)-5,11-dioxo-2,3,10,11-tetrahydro-1H,5H-benzo[d]pyrazolo[1,2-a][1,2]diazepin-10-yl)carbamoyl)butyl)-2-(6-methoxypyridin-3-yl)thiazol-5-carboxamid ClC=1N=C(SC1C(=O)NC[C@@H](CC)C(N[C@H]1C2=C(C(N3N(C1=O)CCC3)=O)C=CC=C2)=O)C=2C=NC(=CC2)OC